fluoro-beta-D-arabinose F[C@]1(O)[C@@H](O)[C@H](O)[C@H](O)CO1